CN(C(C)=O)C1CC=C(CC1)B1OC(C(O1)(C)C)(C)C N-methyl-N-[4-(4,4,5,5-tetramethyl-1,3,2-dioxaborolan-2-yl)cyclohex-3-en-1-yl]acetamide